CN(S(=O)(=O)N(C1CN(C(C1)C)C(=O)[O-])CC1=CC=C(C=C1)OC)C 3-((N,N-dimethylsulfamoyl)(4-methoxybenzyl)amino)-5-methylpyrrolidine-1-carboxylate